(1,5-diazabicyclo[4.3.0]non-5-ene) acetate C(C)(=O)O.N12CCCN=C2CCC1